2-(((3-Butyl-3-methyl-7-(methylthio)-1,1-dioxido-5-phenyl-2,3,4,5-tetrahydro-1,2,5-benzothiadiazepin-8-yl)methyl)thio)acetic acid C(CCC)C1(NS(C2=C(N(C1)C1=CC=CC=C1)C=C(C(=C2)CSCC(=O)O)SC)(=O)=O)C